C1(=CC(=CC=C1)NC(=O)C=1C(=NN(C1)C=1SC=CN1)CC)C N-(m-tolyl)-3-ethyl-1-(thiazol-2-yl)-1H-pyrazole-4-carboxamide